BrC=1C(=C(C(=NC1C(F)F)C1=CC=C(CC=2C(=C(C(=O)N)C=C(C2)F)OC)C=C1)C#N)Cl (4-(5-bromo-4-chloro-3-cyano-6-(difluoromethyl)pyridin-2-yl)benzyl)-5-fluoro-2-methoxybenzamide